C(=O)(O)C1=CC=C(COC2=CC=C(O[C@@H](C(=O)O)C)C=C2)C=C1 R-2-(4-(4-carboxybenzyloxy)phenoxy)propionic acid